7-(dimethylamino)-N-{3-fluorobicyclo[1.1.1]pentan-1-yl}-1-methylpyrrolo[2,3-c]pyridine-2-carboxamide CN(C=1N=CC=C2C1N(C(=C2)C(=O)NC21CC(C2)(C1)F)C)C